C1(=CC=CC=C1)CCCC(C1=CC=CO1)O (3-phenylpropyl)furfuryl alcohol